ClC1=C(C(=CC=C1)C)C=1N=C2C=3C=C(C=NC3C=CN2C1CO)C=1C=NN(C1)C1CCN(CC1)C (2-(2-Chloro-6-methylphenyl)-9-(1-(1-methylpiperidin-4-yl)-1H-pyrazol-4-yl)imidazo[2,1-f][1,6]naphthyridin-3-yl)methanol